C1(=CC=CC=C1)C1=NC(=CC(=N1)C1=CC=C(C=C1)C1=CC=C(C=C1)N1C2=CC=C(C=C2C=2C=C(C=CC12)C1=CC=CC=C1)C1=CC=CC=C1)C1=CC=CC=C1 9-(4'-(2,6-diphenylpyrimidin-4-yl)-[1,1'-biphenyl]-4-yl)-3,6-diphenyl-9H-carbazole